C(C1=CC=CC=C1)OC([C@@H](CC1=CC=C(C=C1)N1CC(CC1)(F)F)OC([C@H](CC(C)C)N(C)C(=O)OC(C)(C)C)=O)=O (2R)-1-(benzyloxy)-3-[4-(3,3-difluoropyrrolidin-1-yl) phenyl]-1-oxopropan-2-yl-(2S)-2-[[(tert-butoxy) carbonyl] (methyl) amino]-4-methylpentanoate